C(C)C1=NN(C(=C1)NC(=O)NC1=C(C=C(C=C1)OC1=CC(=NC=C1)C(NC)=O)F)C=1C=C2C=CC=NC2=CC1 1-(3-ethyl-1-(quinolin-6-yl)-1H-pyrazol-5-yl)-3-(2-fluoro-4-(2-(methylcarbamoyl)pyridin-4-yloxy)phenyl)urea